N5-(4-(3,4-Diaminophenoxy)butyl)glutamine NC=1C=C(OCCCCNC(CC[C@H](N)C(=O)O)=O)C=CC1N